C(C)OCCOC(=O)OOC(=O)OCCOCC.C(#N)C1=C(C=CC(=C1)C(=O)C1=CC=C2C(=CC=CN12)C1=C(C=CC=C1OC)F)NC(\C=C\CNC1CCC(CC1)OC)=O (E)-N-(2-cyano-4-(8-(2-fluoro-6-methoxyphenyl)indolizine-3-carbonyl)phenyl)-4-(((1r,4r)-4-methoxycyclohexyl)amino)but-2-enamide di-(2-ethoxyethyl)peroxydicarbonate